NCC1=NNC(C2=CC=C(C=C12)C=1C=NC=C(C1)SC1=CC(=CC=C1)Cl)=O 4-(aminomethyl)-6-(5-((3-chlorophenyl)thio)pyridin-3-yl)phthalazin-1(2H)-one